NC=1C=C2C(=NC1)CC(C2)CN2CCC1(CN(C(O1)=O)C1=NC3=C(OCC(N3)=O)N=C1)CC2 6-[8-[(3-amino-6,7-dihydro-5H-cyclopenta[b]pyridin-6-yl)methyl]-2-oxo-1-oxa-3,8-diazaspiro[4.5]decan-3-yl]-4H-pyrazino[2,3-b][1,4]oxazin-3-one